BrC1=C2C=NN(C2=CC=C1OC)C1OCCCC1 4-bromo-5-methoxy-1-(tetrahydro-2H-pyran-2-yl)-1H-indazole